N'-(2,3-dihydroxypropyl)-5-hydroxy-2,4,6-triiodo-1,3-benzenedicarboxamide OC(CNC(=O)C=1C(=C(C(=C(C1I)O)I)C(=O)N)I)CO